((1S,4R,6R)-3,7-dioxabicyclo[4.1.0]heptan-4-yl)((S)-1-(4-fluorophenyl)-3,4-dihydroisoquinolin-2(1H)-yl)methanone [C@@H]12CO[C@H](C[C@H]2O1)C(=O)N1[C@H](C2=CC=CC=C2CC1)C1=CC=C(C=C1)F